2,4-Dichloroimidazo[1,5-a]pyrimidine-8-carboxylic acid methyl ester COC(=O)C=1N=CN2C1N=C(C=C2Cl)Cl